C(C)C1=C(C(=CC=C1)CC)N1C(=NCC(=C1O)CC1=CC(=C(C=C1)C=1C(=NC(=CC1)F)C)F)C1=NN(C=C1)CC 1-(2,6-diethylphenyl)-2-(1-ethyl-1H-pyrazol-3-yl)-5-{[3-fluoro-4-(6-fluoro-2-methylpyridin-3-yl)phenyl]methyl}-6-hydroxy-1,4-dihydropyrimidin